N-[4-[(6,7-Dimethoxy-1,5-naphthyridin-4-yl)oxy]-3-fluorophenyl]-4-hydroxy-5-methoxy-2,6-dimethylpyridine-3-carboxamide COC=1N=C2C(=CC=NC2=CC1OC)OC1=C(C=C(C=C1)NC(=O)C=1C(=NC(=C(C1O)OC)C)C)F